(S)-N'-((4-cyano-2,6-diisopropylphenyl)carbamoyl)-4-(methylsulfonyl)benzenesulfonimidamide C(#N)C1=CC(=C(C(=C1)C(C)C)NC(=O)N=[S@@](=O)(N)C1=CC=C(C=C1)S(=O)(=O)C)C(C)C